3-[(S)-4-(2,3-dihydro-[1,4]dioxino[2,3-b]pyridin-3-yl)-benzyl]-3-aza-bicyclo[3.1.0]hexane-6-carboxylic acid O1C[C@@H](OC2=NC=CC=C21)C2=CC=C(CN1CC3C(C3C1)C(=O)O)C=C2